(R)-3-(tert-butyl)-N-(1-(3-fluoro-2-methyl-4-(4,4,5,5-tetramethyl-1,3,2-dioxaborolan-2-yl)phenyl)ethyl)-1,2,4-oxadiazole-5-carboxamide C(C)(C)(C)C1=NOC(=N1)C(=O)N[C@H](C)C1=C(C(=C(C=C1)B1OC(C(O1)(C)C)(C)C)F)C